2-chloro-N-cyclopropyl-pyridine-3-carboxamide ClC1=NC=CC=C1C(=O)NC1CC1